C(#C)C1=C(C=CC=C1)C=CC(C)C 1-ethynyl-2-(3-methylbut-1-en-1-yl)benzene